(2,2-diethoxyethyl)-1H-benzo[d]imidazol-2-amine C(C)OC(CN1C(=NC2=C1C=CC=C2)N)OCC